NC=1CC(=CC2=C(N1)C=CC=C2)C(=O)N 2-amino-3H-benzo[b]azepine-4-carboxamide